C(C)(C)(C)OC(=O)N1[C@@H](CN([C@H](C1)C)C=1C2=C(N=CN1)N(C=C2C2=C(C=CC=C2)F)C2=NC=CC(=C2)Cl)C (2r,5s)-4-[7-(4-chloropyridin-2-yl)-5-(2-fluorophenyl)-7H-pyrrolo[2,3-d]pyrimidin-4-yl]-2,5-dimethylpiperazine-1-carboxylic acid tert-butyl ester